3-[4-(2-aminoethylsulfanyl)-1,2,5-oxadiazol-3-yl]-4-(3-bromo-4-fluoro-phenyl)-1,2,4-oxadiazol-5-one hydrochloride Cl.NCCSC=1C(=NON1)C1=NOC(N1C1=CC(=C(C=C1)F)Br)=O